tert-butyl (4-(2-amino-3,5-dicyano-6-mercaptopyridin-4-yl)phenyl)(2-methoxyethyl)carbamate NC1=NC(=C(C(=C1C#N)C1=CC=C(C=C1)N(C(OC(C)(C)C)=O)CCOC)C#N)S